N-(5-(((5-(tert-butyl)oxazol-2-yl)methyl)thio)thiazol-2-yl)-1'-((3-(2,4-dioxotetrahydropyrimidin-1(2H)-yl)pyridin-4-yl)methyl)-[1,4'-bipiperidine]-4-carboxamide C(C)(C)(C)C1=CN=C(O1)CSC1=CN=C(S1)NC(=O)C1CCN(CC1)C1CCN(CC1)CC1=C(C=NC=C1)N1C(NC(CC1)=O)=O